tert-butyl 2-[[[2-(2,6-dioxo-3-piperidyl)-1-oxo-isoindolin-5-yl]methylamino]methyl]prop-2-enoate O=C1NC(CCC1N1C(C2=CC=C(C=C2C1)CNCC(C(=O)OC(C)(C)C)=C)=O)=O